(12aR)-10-chloro-11-methyl-9-(5-methyl-1H-indazol-4-yl)-1,3,4,11,12,12a-hexahydropyrazino[2,1-c][1,4]benzodiazepin-6(2H)-one ClC1=C(C=CC=2C(N3[C@@H](CN(C21)C)CNCC3)=O)C3=C2C=NNC2=CC=C3C